methyl 3-(9-((4-(aminomethyl)-2-(2-(cyclopropylamino)-2-oxoethyl)phenyl)carbamoyl)-4,5-dihydrobenzo[b]thieno[2,3-d]oxepin-8-yl)-6-(propylcarbamoyl)picolinate NCC1=CC(=C(C=C1)NC(=O)C1=CC2=C(OCCC3=C2SC=C3)C=C1C=1C(=NC(=CC1)C(NCCC)=O)C(=O)OC)CC(=O)NC1CC1